N[C@H]1CS(C2=C(N(C1=O)CC1=CC=C(C=C1)OCC1=CC=CC=C1)C=C(C=C2)C=2OC(=NN2)C(C)(S(=O)(=O)C)C)(=O)=O (3R)-3-amino-5-[(4-Benzyloxyphenyl)methyl]-7-[5-(1-methyl-1-methylsulfonyl-ethyl)-1,3,4-oxadiazol-2-yl]-1,1-dioxo-2,3-dihydro-1λ6,5-benzothiazepine-4-One